O=C1NC(CCC1NC1=CC(=C(C=C1)N1CCC(CC1)(O)CC(=O)O)C(F)(F)F)=O 2-[1-[4-[(2,6-dioxo-3-piperidyl)amino]-2-(trifluoromethyl)phenyl]-4-hydroxy-4-piperidyl]acetic acid